FC=1C=C(C=NC1)[C@H](CNC(CCC1CCC(CC1)O)(C)C)O (1S,4r)-4-(3-(((R)-2-(5-Fluoropyridin-3-yl)-2-hydroxyethyl)amino)-3-methylbutyl)cyclohexan-1-ol